5-oxohexanediamide O=C(CCCC(=O)N)C(=O)N